4-(cyclopropylmethoxy)-2-methoxybenzene C1(CC1)COC1=CC(=CC=C1)OC